4-[[4-fluoro-3-[(4-methoxy-1-piperidinyl)carbonyl]phenyl]methyl]-1(2H)-phthalazinone FC1=C(C=C(C=C1)CC1=NNC(C2=CC=CC=C12)=O)C(=O)N1CCC(CC1)OC